N-(4-(4-amino-5-bromo-7-methyl-7H-pyrrolo[2,3-d]pyrimidin-6-yl)phenyl)methacrylamide NC=1C2=C(N=CN1)N(C(=C2Br)C2=CC=C(C=C2)NC(C(=C)C)=O)C